C(C)(C)(C)C=1N(C=CN1)CC1=CC=C(C=C1)C=1C(=CC=C(C1)CC(C)C)S(=O)(=O)NC1=NOC(=C1)C 4'-((2-(tert-butyl)-1H-imidazol-1-yl)methyl)-5-isobutyl-N-(5-methylisoxazol-3-yl)-[1,1'-biphenyl]-2-sulfonamide